CC1=NOC(=C1CCNC(O[C@H]1[C@H](NC[C@@H]1O)CC1=CC=C(C=C1)OC)=O)C (2R,3S,4S)-4-hydroxy-2-[(4-methoxyphenyl)methyl]pyrrolidin-3-yl N-[2-(3,5-dimethyl-1,2-oxazol-4-yl)ethyl]carbamate